CN1N=CC=2C1=NC(=NC2NC(=O)C=2SC(=CC2)[N+](=O)[O-])C#CC2=CC=C(C=C2)OC(F)(F)F N-(1-methyl-6-((4-(trifluoromethoxy)phenyl)ethynyl)-1H-pyrazolo[3,4-d]pyrimidin-4-yl)-5-nitrothiophene-2-carboxamide